CN(C#N)C(C)(C)C=1OC(=NN1)C1=C(C=CC=C1)NC1=CC=C(C=C1)C(F)(F)F N-methyl-N-(2-(5-(2-((4-(trifluoromethyl)phenyl)amino)phenyl)-1,3,4-oxadiazol-2-yl)propan-2-yl)cyanamide